(S,E)-2-(tert-butyl)-N-(3-(methylsulfonyl)-1-(tetrahydro-2H-pyran-4-yl)allyl)-4-phenoxypyrimidine-5-carboxamide C(C)(C)(C)C1=NC=C(C(=N1)OC1=CC=CC=C1)C(=O)N[C@H](\C=C\S(=O)(=O)C)C1CCOCC1